ClC1=CC=C(C=C1)C1COCCN1C1=NC(=NC2=CC=C(C=C12)C1=C(C(N(C=C1)C)=O)C)C=1C=NN(C1)CC(C)(C)O 4-(3-(4-chlorophenyl)morpholino)-2-(1-(2-hydroxy-2-methylpropyl)-1H-pyrazol-4-yl)quinazolin-6-yl-1,3-dimethylpyridin-2(1H)-one